monoethyl maleinate C(\C=C/C(=O)[O-])(=O)OCC